4-Chloro-2-(1,2-difluoroethyl)-6-methylpyrimidine ClC1=NC(=NC(=C1)C)C(CF)F